4-[2-amino-4-ethyl-5-(1H-indazol-5-yl)-3-pyridinyl]-phenol NC1=NC=C(C(=C1C1=CC=C(C=C1)O)CC)C=1C=C2C=NNC2=CC1